(Z)-undec-3-en-6-ol CC\C=C/CC(CCCCC)O